5-(bromomethyl)-2-nitropyridine BrCC=1C=CC(=NC1)[N+](=O)[O-]